FC(N1N=CC(=C1)C=1C(=CC(=NC1)NC1=NC(=NC=C1)C1=C(C=CC=C1OC)F)N1C[C@@H](CCC1)CNC)F (S)-N-(5-(1-(difluoromethyl)-1H-pyrazol-4-yl)-4-(3-((methylamino)methyl)piperidin-1-yl)pyridin-2-yl)-2-(2-fluoro-6-methoxyphenyl)pyrimidin-4-amine